bistrimethylsilicon lithium [Li].C[Si](C)C.C[Si](C)C